1-[3-(triethoxysilyl)hexyl]-2-Imidazolidinone C(C)O[Si](C(CCN1C(NCC1)=O)CCC)(OCC)OCC